2-[4-[7-(3-benzyloxy-1-naphthyl)-2-[2-(dimethylamino)ethoxy]-6,8-dihydro-5H-pyrido[3,4-d]pyrimidin-4-yl]piperazin-2-yl]acetonitrile C(C1=CC=CC=C1)OC=1C=C(C2=CC=CC=C2C1)N1CC=2N=C(N=C(C2CC1)N1CC(NCC1)CC#N)OCCN(C)C